Dimethyl 4,4'-(2-butyl-2-(2-oxoethyl)propane-1,3-diyl)dibenzoate C(CCC)C(CC1=CC=C(C(=O)OC)C=C1)(CC1=CC=C(C(=O)OC)C=C1)CC=O